[Si](C)(C)(C(C)(C)C)O[C@H](C(O)C1(CCN(CC1)C(=O)O)C(=O)O)C 4-((2S)-2-((tert-Butyldimethylsilyl)oxy)-1-hydroxypropyl)piperidine-1,4-dicarboxylic acid